2-dimethylamino-ethylsulfanyl-sarcosine CN(CCSN(C)CC(=O)O)C